N-[4-[[(4-aminophenyl)amino]methyl]phenyl]-acetamide NC1=CC=C(C=C1)NCC1=CC=C(C=C1)NC(C)=O